COC(C1CCN(CC1)C1=CC=C(C=C1)[C@H]1[C@H](CCC2=CC(=CC=C12)O)C1=CC(=CC=C1)OC(F)(F)F)OC (1R,2S)-1-[4-[4-(dimethoxymethyl)-1-piperidyl]phenyl]-2-[3-(trifluoromethoxy)phenyl]tetralin-6-ol